7-oxo-4,5,6,7-tetrahydro-1H-Pyrazolo[3,4-c]pyridine-3-carboxylate O=C1NCCC2=C1NN=C2C(=O)[O-]